C(C)(C)(C)OC(CC1CCN(CC1)C1=CC=CC=2N(CCOC21)[C@H]2C(NC(CC2)=O)=O)=O.C21(CC3CC(CC(C2)C3)C1)C1=C(C=C(C(=C1)C13CC2CC(CC(C1)C2)C3)OC3=CC(=C(C=C3)N)O)OC3=CC(=C(C=C3)N)O 4,6-bis(1-adamantyl)-1,3-bis(4-amino-3-hydroxyphenoxy)benzene tert-butyl-2-[1-[4-[(3R)-2,6-dioxo-3-piperidyl]-2,3-dihydro-1,4-benzoxazin-8-yl]-4-piperidyl]acetate